BrC1=C(C=C(C(=C1)CCCCC)CCCCC)Br 1,2-dibromo-4,5-dipentylbenzene